ClC1=C(C(=O)NC(NC=2C(=NC=CC2C)C2CC2)=O)C=C(C(=N1)Cl)Cl 2,5,6-trichloro-N-((2-cyclopropyl-4-methylpyridin-3-yl)carbamoyl)nicotinamide